NC1=C(C(=O)OCC)C=C(C(=C1F)Br)F ethyl 2-amino-4-bromo-3,5-difluorobenzoate